FC=1C=C(C=CC1F)C=1N=C2N(C=CC(=C2)N2CCC(CC2)CCN2CCN(CC2)C=2C=C3C(N(C(C3=CC2)=O)C2C(NC(CC2)=O)=O)=O)C1 5-(4-(2-(1-(2-(3,4-difluorophenyl)imidazo[1,2-a]pyridin-7-yl)piperidin-4-yl)ethyl)piperazin-1-yl)-2-(2,6-dioxopiperidin-3-yl)isoindoline-1,3-dione